ClC1=NC=C(C(=C1)NC1=NC=CC(=C1F)C1=CC=2C(NCCC2N1)=O)Cl 2-(2-((2,5-dichloropyridin-4-yl)amino)-3-fluoropyridin-4-yl)-1,5,6,7-tetrahydro-4H-pyrrolo[3,2-c]pyridin-4-one